C(#N)C1=CC(=C2CN(CC2=C1)C(=O)OC(C)(C)C)F tert-butyl 6-cyano-4-fluoro-1,3-dihydroisoindole-2-carboxylate